ClC1=CC(=C(C=C1)N(S(=O)(=O)C=1C=CC2=C(C(=C(O2)C(=O)OCC)C)C1)CC)CN(C(C1=C(C=CC=C1)Cl)=O)CC=1SC=C(C1)C ethyl 5-(N-(4-chloro-2-((2-chloro-N-((4-methylthiophene-2-yl) methyl) benzamido) methyl) phenyl)-N-ethylsulfamoyl)-3-methylbenzofuran-2-carboxylate